Ethyl α-ethyl-2-oxo-1-pyrrolidineAcetate C(C)C(C(=O)OCC)N1C(CCC1)=O